NC=1C(=NC(=CC1)C(=O)NC=1C=C2C(=NC1C1CC1)N=C(O2)N2CCOCC2)C=2C=NC=CC2 amino-N-(5-cyclopropyl-2-morpholinooxazolo[4,5-b]pyridin-6-yl)-[2,3'-bipyridine]-6-carboxamide